5-[4-amino-5-(trifluoromethyl)pyrrolo[2,1-f][1,2,4]triazin-7-yl]-N-{[2-(cyclopropylmeth-oxy)phenyl]methyl}-2-methoxybenzamide NC1=NC=NN2C1=C(C=C2C=2C=CC(=C(C(=O)NCC1=C(C=CC=C1)OCC1CC1)C2)OC)C(F)(F)F